9,9-dimethylfluorene-2-boronic acid CC1(C2=CC=CC=C2C=2C=CC(=CC12)B(O)O)C